5-methoxy-2-methyl-4-(3-oxobutanoylamino)benzenesulfonic acid COC=1C(=CC(=C(C1)S(=O)(=O)O)C)NC(CC(C)=O)=O